8-(4-(2-(dimethylamino)ethoxy)-2-fluorophenyl)-N2-(6-morpholinylpyridin-3-yl)quinazoline-2,4-diamine CN(CCOC1=CC(=C(C=C1)C=1C=CC=C2C(=NC(=NC12)NC=1C=NC(=CC1)N1CCOCC1)N)F)C